C(C)(C)(C)OC(=O)N1CCC(CC1)C=1N=C2N(C=C(C(=C2F)C(C)(C)O)NC(C2=NC(=CC=C2)[C@H]2C(C2)(F)F)=O)C1 |o1:34| (S or R)-4-(6-(6-(2,2-difluorocyclopropyl)picolinamido)-8-fluoro-7-(2-hydroxypropan-2-yl)imidazo[1,2-a]pyridin-2-yl)piperidine-1-carboxylic acid tert-butyl ester